C1(CCC1)CN[C@H]1CN(CCC1)C=1N=NC(=CC1)C(C)N1C=NC(=C1)C=1C=NC=C(C1)OC (3R)-N-(cyclobutylmethyl)-1-(6-(1-(4-(5-methoxypyridin-3-yl)-1H-imidazol-1-yl)ethyl)pyridazin-3-yl)piperidin-3-amine